ICC(=O)NC1=C(C=CC=C1)C=1NC2=CC=CC=C2C1C(C[N+](=O)[O-])C1=CC=CC=C1 2-iodo-N-(2-(3-(2-nitro-1-phenylethyl)-1H-indol-2-yl)phenyl)acetamide